ClC=1C=C2C(=CNC2=CC1F)C1N(CC2=CC(=CC=C12)C1=CC2=C(OC(O2)(F)F)C=C1)C(=O)N (5-chloro-6-fluoro-1H-indol-3-yl)-5-(2,2-difluorobenzo[d][1,3]dioxol-5-yl)isoindoline-2-carboxamide